4-((2-(dimethylphosphoryl)phenyl)amino)-2-(methylthio)pyrimidine-5-carbonitrile CP(=O)(C)C1=C(C=CC=C1)NC1=NC(=NC=C1C#N)SC